NC1=NC(=CC(=N1)C1=CC(N(C=C1)CC1=CC=CC=C1)=O)C=1C=C(C=CC1)C 4-(2-amino-6-(m-tolyl)pyrimidin-4-yl)-1-benzylpyridin-2(1H)-one